3-((2-bromo-4-methylphenyl)amino)-3-oxopropanoic acid BrC1=C(C=CC(=C1)C)NC(CC(=O)O)=O